ClC1=C2C(=NC=C1C=1C=C(C=CC1)N1C(CN(CC1)CCCN1CCC(CC1)C1=CC=C(C=C1)NC1C(NC(CC1)=O)=O)=O)NC=C2C2CC2 3-((4-(1-(3-(4-(3-(4-chloro-3-cyclopropyl-1H-pyrrolo[2,3-b]pyridin-5-yl)phenyl)-3-oxopiperazin-1-yl)propyl)piperidin-4-yl)phenyl)amino)piperidine-2,6-dione